C1(CC1)S(=O)(=O)N1C[C@H]([C@@H](CC1)NC1=NN2C(C=N1)=C(C=C2C2=CC=C(C=C2)OC(F)(F)F)F)O (3R,4R)-1-(cyclopropylsulfonyl)-4-((5-fluoro-7-(4-(trifluoromethoxy)phenyl)pyrrolo[2,1-f][1,2,4]triazin-2-yl)amino)piperidin-3-ol